C(C)(C)N(C(=O)C=1C=CC2=C(OCC(N2)=O)C1)CC1=CC=C(C(=O)O)C=C1 4-((N-isopropyl-3-oxo-3,4-dihydro-2H-benzo[b][1,4]oxazine-7-carboxamido)methyl)benzoic acid